CC(=O)CSC1=[N+](C=CN1C)C.[Cl-] The molecule is an organic chloride salt in which the cationic component is 1,3-dimethyl-2-[(2-oxopropyl)thio]imidazolium. It has a role as an EC 2.3.2.13 (protein-glutamine gamma-glutamyltransferase) inhibitor. It contains a 1,3-dimethyl-2-[(2-oxopropyl)thio]imidazolium.